The molecule is a 17beta-hydroxy steroid, being 17beta-estradiol methoxylated at C-2. It has a role as an antineoplastic agent, an antimitotic, a metabolite, a human metabolite, a mouse metabolite and an angiogenesis modulating agent. It is a 17beta-hydroxy steroid and a 3-hydroxy steroid. It derives from a 17beta-estradiol. C[C@]12CC[C@H]3[C@H]([C@@H]1CC[C@@H]2O)CCC4=CC(=C(C=C34)OC)O